[NH]N1CCS(CC1)(=O)=O 4-(λ2-azaneyl)thiomorpholine 1,1-dioxide